ClC=1C=C(C=C(C1O)N1C2CN(CC1CC2)C(C2=C(C=C(C=C2)F)Cl)=O)S(=O)(=O)Cl 3-chloro-5-[3-(2-chloro-4-fluoro-benzoyl)-3,8-diazabicyclo[3.2.1]octan-8-yl]-4-hydroxy-benzenesulfonyl chloride